ethyl 4-(6-chloro-1-tosyl-1H-pyrrolo[2,3-b]pyridin-3-yl)benzoate ClC1=CC=C2C(=N1)N(C=C2C2=CC=C(C(=O)OCC)C=C2)S(=O)(=O)C2=CC=C(C)C=C2